COC(=O)C=1C=2C(C(C(NC2C=C(C1)F)C)C1=CC(=C(C=C1)Cl)F)=O.NCC[Si](OCCCC)(OCCCC)OCCCC 2-aminoethyl-tributoxysilane methyl-3-(4-chloro-3-fluorophenyl)-7-fluoro-2-methyl-4-oxo-1,2,3,4-tetrahydroquinoline-5-carboxylate